Trans-4-[[2-[4-[4-[(4R)-4-amino-2-oxo-pyrrolidin-1-yl]phenyl]sulfonylpiperazin-1-yl]-6-chloro-4-pyridyl]-difluoro-methyl]cyclohexanecarboxamide N[C@@H]1CC(N(C1)C1=CC=C(C=C1)S(=O)(=O)N1CCN(CC1)C1=NC(=CC(=C1)C([C@@H]1CC[C@H](CC1)C(=O)N)(F)F)Cl)=O